(2S,3S)-ethyl 3-((2-chloro-7-isopropyl-7H-pyrrolo[2,3-d]pyrimidin-4-yl)amino)bicyclo[2.2.2]octane-2-carboxylate ClC=1N=C(C2=C(N1)N(C=C2)C(C)C)N[C@@H]2[C@H](C1CCC2CC1)C(=O)OCC